5-(3,5-dimethyl-4-(4-methylpiperazin-1-yl)phenyl)-3-(isoquinolin-6-yl)pyridin-2-amine CC=1C=C(C=C(C1N1CCN(CC1)C)C)C=1C=C(C(=NC1)N)C=1C=C2C=CN=CC2=CC1